(2S,3S,4S,5R,6S)-6-(2-((2-(3-isopropoxy-4-difluoromethoxyphenyl)oxazol-4-yl)methylcarbamoyl)phenyl)-3,4,5-trihydroxytetrahydro-2H-pyran-2-carboxylic acid C(C)(C)OC=1C=C(C=CC1OC(F)F)C=1OC=C(N1)CNC(=O)C1=C(C=CC=C1)[C@H]1[C@@H]([C@@H]([C@@H]([C@H](O1)C(=O)O)O)O)O